FC=1C=C(C=C(C1)F)C(C)OC=1C=C2C(=NNC2=CC1)C1=NC2=C(N1)CN(C2)C(=O)OCCN(C)C 2-(Dimethylamino)ethyl 2-(5-(1-(3,5-Difluorophenyl)ethoxy)-1H-Indazol-3-yl)-4,6-Dihydropyrrolo[3,4-d]imidazol-5(1H)-Carboxylat